ClC1=C(C(=O)O)C(=CN=C1CN1CCN(CC1)C)F 3-chloro-5-fluoro-2-((4-methylpiperazin-1-yl)methyl)isonicotinic acid